tert-butyl 2-(2-((4-cyano-2-fluorobenzyl)oxy)pyrimidin-4-yl)-2,6-dihydropyrrolo[3,4-c]pyrazole-5(4H)-carboxylate C(#N)C1=CC(=C(COC2=NC=CC(=N2)N2N=C3C(=C2)CN(C3)C(=O)OC(C)(C)C)C=C1)F